3-(imidazo[1,2-b]pyridazin-3-ylethynyl)-4-methyl-N-(3-(2-methyl-1H-imidazol-1-yl)-5-(trifluoromethyl)phenyl)benzamide N=1C=C(N2N=CC=CC21)C#CC=2C=C(C(=O)NC1=CC(=CC(=C1)C(F)(F)F)N1C(=NC=C1)C)C=CC2C